OC1(CC1)C1=NC(=NC(=C1)C)N1C[C@@H]2[C@H](C1)CN(C2)C=O ((3aR,6aS)-5-(4-(1-hydroxycyclopropyl)-6-methylpyrimidin-2-yl)hexahydropyrrolo[3,4-c]pyrrol-2(1H)-yl)methanone